FC=1C(=C(C(=CC1)F)C=1C(=CNC1C(C1=CC=C(C=C1)CCCOCCO)=O)C(=O)O)C 4-(3,6-difluoro-2-methylphenyl)-5-{4-[3-(2-hydroxyethoxy)propyl]benzoyl}-1H-pyrrole-3-carboxylic acid